5-benzyloxy-2-(4-fluorophenyl)-1H-indole C(C1=CC=CC=C1)OC=1C=C2C=C(NC2=CC1)C1=CC=C(C=C1)F